1,4,4-trimethyl-8-(3-methyl-1H-indol-7-yl)-5H-[1,2,4]triazolo[4,3-a]quinoxaline CC1=NN=C2N1C1=CC(=CC=C1NC2(C)C)C=2C=CC=C1C(=CNC21)C